ethyl 2,2-dimethylpent-4-ynoate CC(C(=O)OCC)(CC#C)C